5-(quinolin-3-yl)furan-2-carboxylic acid ethyl ester C(C)OC(=O)C=1OC(=CC1)C=1C=NC2=CC=CC=C2C1